lauryldiiminoglycine C(CCCCCCCCCCC)N=NC(C(=O)O)=N